CC1=CC=C(C=C1)N(CCO)CCO (4-methylphenylimino)diethanol